5-(4-cyclohexylphenyl)-3-(3-(fluoromethyl)azetidine-1-carbonyl)pyrazolo[1,5-a]pyrimidin-7(4H)-one C1(CCCCC1)C1=CC=C(C=C1)C=1NC=2N(C(C1)=O)N=CC2C(=O)N2CC(C2)CF